[Ru](Cl)(Cl)Cl.C1=CCCC=CCC1 (1,5-Cyclooctadiene) ruthenium chloride